4-(4,4-difluorocyclohexyl)-2-(2,5-difluorophenyl)pyridin-3-amine FC1(CCC(CC1)C1=C(C(=NC=C1)C1=C(C=CC(=C1)F)F)N)F